COC1=C(C(=CC=C1)OC)N1C(=NC=2C1=NC(=C(N2)C=C)NS(=O)(=O)C)C2=NC(=CC=C2)OCC N-(1-(2,6-Dimethoxyphenyl)-2-(6-ethoxypyridin-2-yl)-5-vinyl-1H-imidazo[4,5-b]pyrazin-6-yl)methanesulfonamide